6-bromo-2-(trifluoromethyl)pyrido[3,4-d]pyrimidin-4(3H)-one BrC1=CC2=C(N=C(NC2=O)C(F)(F)F)C=N1